1,2,3,6-tetrahydrobenzyl alcohol C(C1CCC=CC1)O